C1(CC(N2CCC[C@@H]12)=O)=O (7aS)-2,3,5,6,7,7a-hexahydro-1H-pyrrolizine-1,3-dione